1-(3-hydroxypropyl)-2-pyrrolidone OCCCN1C(CCC1)=O